CP(=O)(C)C=1C=CC(=C(C(=O)O)C1)NCC#C 5-(dimethylphosphoryl)-2-(prop-2-yn-1-ylamino)benzoic acid